N-(pentan-3-yl)-2-(3-(3-(((S)-1-((S)-tetrahydrofuran-2-yl)ethyl)carbamoyl)-1H-pyrazol-5-yl)phenyl)oxazole-5-carboxamide CCC(CC)NC(=O)C1=CN=C(O1)C1=CC(=CC=C1)C1=CC(=NN1)C(N[C@@H](C)[C@H]1OCCC1)=O